C(C)C(CC)(C(N[C@@H](CC(C)C)CO)=O)NC(=O)C1=NC(=C(C=C1)N1CC(C1)F)OC[C@@H]1[C@H](C1)CO N-[1-ethyl-1-[[(1S)-1-(hydroxymethyl)-3-methylbutyl]carbamoyl]propyl]-5-(3-fluoroazetidin-1-yl)-6-[[(1S,2S)-2-(hydroxymethyl)cyclopropyl]methoxy]pyridine-2-carboxamide